C(C1=CC=CC=C1)(C1=CC=CC=C1)N1CCN(CC1)C(=O)C=1C=NC(=CC1)C (4-benzhydrylpiperazin-1-yl)(6-methylpyridin-3-yl)methanone